ClC1=NN2C=3CCCN(C3C=NC2=C1)C1=CC=C(C=C1)[C@H](C(F)(F)F)N(C(=O)[C@@H]1CNC(C1)=O)C |o1:28| rel-(S)-N-[(1R)-1-[4-(4-chloro-2,3,7,10-tetrazatricyclo[7.4.0.02,6]trideca-1(9),3,5,7-tetraen-10-yl)phenyl]-2,2,2-trifluoro-ethyl]-N-methyl-5-oxo-pyrrolidine-3-carboxamide